N1(CCC1)C1=NC=C(C(=O)NC=2C=NC(=NC2)N2[C@H](CN(CC2)C(=O)OC(C)(C)C)C)C=C1 tert-butyl (S)-4-(5-(6-(azetidin-1-yl)nicotinamido)pyrimidin-2-yl)-3-methylpiperazine-1-carboxylate